ClC1=C(C(=CC(=N1)C(=O)O)NC)[N+](=O)[O-] 6-chloro-4-(methylamino)-5-nitropyridine-2-carboxylic acid